Methyl 3-(2'-chloro-7'-oxo-5'H-spiro[cyclopropane-1,8'-pyrido[4,3-d]pyrimidine]-6'(7'H)-yl)-4-methylbenzoate ClC=1N=CC2=C(N1)C1(C(N(C2)C=2C=C(C(=O)OC)C=CC2C)=O)CC1